C(C)(C)(C)C1=CC=C(C=C1)SN1CCOCC1 4-((4-(tertiary butyl)phenyl)thio)morpholine